FC=1C=C(OC=2N=CC(=NC2)NC(=O)C(C)N2CC(N(CC2)C(=O)OC(C)(C)C)(C)C)C=CC1F tert-butyl 4-(1-{[5-(3,4-difluorophenoxy)pyrazin-2-yl]carbamoyl}ethyl)-2,2-dimethylpiperazine-1-carboxylate